NC1=C2C(=NC=N1)N(N=C2C2=CC=C(C=C2)OC2=CC=CC=C2)[C@H]2CN(CCC2)C(=O)C=2C=NC=NC2 (R)-(3-(4-Amino-(4-phenoxyphenyl)-1H-pyrazolo[3,4-d]pyrimidin-1-yl)piperidin-1-yl)(pyrimidine-5-yl)methanone